N-(5-chloro-6-(2H-1,2,3-triazol-2-yl)pyridin-3-yl)-1-(naphthalen-1-yl)-5-(trifluoromethyl)-1H-pyrazole-4-carboxamide ClC=1C=C(C=NC1N1N=CC=N1)NC(=O)C=1C=NN(C1C(F)(F)F)C1=CC=CC2=CC=CC=C12